ClC=1C=C(C=CC1F)C(C=1NC(=C(N1)S(=O)(=O)C)C)OC1CC(C1)C(F)(F)F 2-((3-chloro-4-fluorophenyl)(3-(trifluoromethyl)cyclobutoxy)methyl)-5-methyl-4-(methylsulfonyl)-1H-imidazole